ClC1=C(N=C(N=N1)N[C@H]1CN(CC[C@@H]1O)C(=O)OC(C)(C)C)C Tert-Butyl (3S,4S)-3-((6-chloro-5-methyl-1,2,4-triazin-3-yl)amino)-4-hydroxypiperidine-1-carboxylate